α-(3-Methyl-1-pentyl)-1-methoxycarbonyl-3-indoleacetic acid methyl ester COC(C(C1=CN(C2=CC=CC=C12)C(=O)OC)CCC(CC)C)=O